N2,N3-bis(4-fluoro-3-(trifluoromethyl)phenyl)-6-nitroquinoxaline-2,3-diamine FC1=C(C=C(C=C1)NC1=NC2=CC=C(C=C2N=C1NC1=CC(=C(C=C1)F)C(F)(F)F)[N+](=O)[O-])C(F)(F)F